C1(CC1)[C@H]1CN(C[C@H](N1)C)C=1N=NC(=CN1)C1=C(C=C(C=C1)C=1C=NNC1F)O 2-{3-[(3S,5R)-3-cyclopropyl-5-methylpiperazin-1-yl]-1,2,4-triazin-6-yl}-5-(5-fluoro-1H-pyrazol-4-yl)phenol